NC1=CC(=C2C(=N1)C(C=1C(=CC=CC1O2)Cl)=O)C=2C=C1CCNCC1=CC2 2-amino-9-chloro-4-(1,2,3,4-tetrahydroisoquinolin-6-yl)-10H-chromeno[3,2-b]pyridin-10-one